N-((7-(5-(difluoromethyl)-1,3,4-oxadiazol-2-yl)imidazo[1,2-a]pyridin-2-yl)methyl)-4-methyl-N-phenylpiperazine-1-carboxamide FC(C1=NN=C(O1)C1=CC=2N(C=C1)C=C(N2)CN(C(=O)N2CCN(CC2)C)C2=CC=CC=C2)F